C(C)N(S(=O)(=O)C=1N=C(SC1)C(=O)[O-])C(C(F)(F)F)C1=CC=C(C=C1)F 4-(N-ethyl-N-(2,2,2-trifluoro-1-(4-fluorophenyl)ethyl)sulfamoyl)thiazole-2-carboxylate